C(C)(C)(C)OC(=O)N1C(CC1)NC=1C=C2C(N(C(C2=CC1)=O)C1C(NC(CC1)=O)=O)=O ((2-(2,6-dioxopiperidin-3-yl)-1,3-dioxoisoindolin-5-yl)amino)azetidine-1-carboxylic acid tert-butyl ester